C(CCC)OCCCCCCCCCCCCCCCCCCCCCCCC n-tetracosyl butyl ether